Iodo-(4-(pentafluorophenyl)butyl)triphenyl-λ5-phosphane IP(C1=CC=CC=C1)(C1=CC=CC=C1)(C1=CC=CC=C1)CCCCC1=C(C(=C(C(=C1F)F)F)F)F